prop-anamide C(CC)(=O)N